C(CC)(=O)OCCC1=CC=CC=C1 2-Phenylethyl Propionate